CN1[C@H]2CN[C@H]2CC1C1=NC=CC=C1C1CC2=C(CN1)NC(N2)=O 6-((1S,5S)-(2-methyl-2,6-diazabicyclo[3.2.0]heptan-3-yl)pyridin-3-yl)-1,3-dihydro-2H-imidazo[4,5-c]piperidin-2-one